N-(tetrazol-5-yl)benzamide N1N=NN=C1NC(C1=CC=CC=C1)=O